N[C@@H](CC1=CC=CC=C1)C(=O)N phenylalanyl-ammonia